5-(hex-3-enoyl)amino-3-(octahydro-2H-quinolizin-2-yl)-1H-indole C(CC=CCC)(=O)NC=1C=C2C(=CNC2=CC1)C1CC2CCCCN2CC1